OCC1=NC=C(C=O)C=C1 6-(hydroxymethyl)nicotinaldehyde